C(C)(C)C1=C(NC2=CC=C(C=C12)C1CCNCC1)C=1C=C(C=2N(C1)C=CN2)C(C)(C)O 2-(6-(3-isopropyl-5-(piperidin-4-yl)-1H-indol-2-yl)imidazo[1,2-a]pyridin-8-yl)propan-2-ol